C=CN(C=C)C(=O)N1CC1 N,N-divinylethyleneurea